5-(aminomethyl)quinolin-7-ol NCC1=C2C=CC=NC2=CC(=C1)O